O[C@@H](CONC(=O)C1=CC=C2C(=CC=NC2=C1)OC1=CC=C(C=C1)NC(=O)C1(CC1)C(=O)NC1=CC=C(C=C1)F)CO 1-N-[4-[7-[[(2R)-2,3-dihydroxypropoxy]carbamoyl]quinolin-4-yl]oxyphenyl]-1-N'-(4-fluorophenyl)cyclopropane-1,1-dicarboxamide